tert-butyl 4-[2-(6-amino-3-pyridyl)ethynyl]piperidine-1-carboxylate NC1=CC=C(C=N1)C#CC1CCN(CC1)C(=O)OC(C)(C)C